(4-(dimethylcarbamoyl)phenyl)boric acid CN(C(=O)C1=CC=C(C=C1)OB(O)O)C